C(CCCCCSSCCCCCCO)O 6,6'-dithiobis(1-hexanol)